(Z)-3-chloro-2-cyano-N-(cyclopropylmethyl)-3-(3,4-dimethoxy-5-nitrophenyl)acrylamide Cl\C(=C(/C(=O)NCC1CC1)\C#N)\C1=CC(=C(C(=C1)[N+](=O)[O-])OC)OC